5-bromo-2-methyl-7-(trifluoromethoxy)-1H-indole BrC=1C=C2C=C(NC2=C(C1)OC(F)(F)F)C